5-((S)-2-amino-3-(methylsulfonamido)propanamido)-2-methyl-N-((R)-1-(naphthalen-1-yl)ethyl)benzamide N[C@H](C(=O)NC=1C=CC(=C(C(=O)N[C@H](C)C2=CC=CC3=CC=CC=C23)C1)C)CNS(=O)(=O)C